(1S,4R)-2-(trifluoromethoxy)-7-azabicyclo[2.2.1]heptane-7-carboxylic acid tert-butyl ester C(C)(C)(C)OC(=O)N1[C@@H]2C(C[C@H]1CC2)OC(F)(F)F